C[S+](C)C(C(=O)[O-])C.CS(C)C(C(=O)O)C dimethylmercaptopropionic acid (dimethylsulfoniopropionate)